C(CCCCCCCCC(=O)OCCOCCOCCCC)(=O)OCCOCCOCCCC di(2-butoxyethoxyethyl) sebacate